3-methoxy-4-(2-methoxyethoxy)aniline COC=1C=C(N)C=CC1OCCOC